(E)-2-bromo-3,6-difluoro-5-(methoxymethyloxy)benzaldehyde O-methyloxime CO\N=C\C1=C(C(=CC(=C1F)OCOC)F)Br